CN1N=C(C=C1C)NC1=NC=C(C(=N1)C1=CNC2=C(C=CC=C12)N1C(C2=CC=CC(=C2C1)C1=CC(=NC=C1)CO)=O)C 2-(3-(2-((1,5-dimethyl-1H-pyrazol-3-yl)amino)-5-methylpyrimidin-4-yl)-1H-indol-7-yl)-4-(2-(hydroxymethyl)pyridin-4-yl)isoindolin-1-one